4-(7-chloro-1,6-naphthyridin-2-ylsulfonyl)piperidine-1-carboxylic acid tert-butyl ester C(C)(C)(C)OC(=O)N1CCC(CC1)S(=O)(=O)C1=NC2=CC(=NC=C2C=C1)Cl